ClC1=CC=C(S1)/C(/C)=N/O (E)-1-(5-chlorothiophene-2-yl)ethan-1-one oxime